N-(3-fluoro-4-((2-(5-(((2-methoxyethyl)amino)methyl)pyridin-2-yl)thieno[3,2-b]pyridin-7-yl)oxy)phenyl)-N-(4-fluorophenyl)cyclopropane-1,1-dicarboxamide FC=1C=C(C=CC1OC1=C2C(=NC=C1)C=C(S2)C2=NC=C(C=C2)CNCCOC)N(C(=O)C2(CC2)C(=O)N)C2=CC=C(C=C2)F